dimethyl-bis(prop-2-enyl)azanium C[N+](CC=C)(CC=C)C